fructose diphosphate salt OP(O)(=O)OP(=O)(O)O.OCC(=O)[C@@H](O)[C@H](O)[C@H](O)CO